[C@@H]12C(C[C@H](CC1)O2)C#CC=2C(=CC(=NC2)Cl)NC2CCC(CC2)CO ((1s,4s)-4-((5-((7-oxabicyclo[2.2.1]heptan-2-yl)ethynyl)-2-chloropyridin-4-yl)amino)cyclohexyl)methanol